ClC1=C(C2=C(NC=N2)C=C1)F 5-chloro-4-fluoro-1H-benzimidazol